1-(4-(4-((isopentylamino)methyl)-1H-1,2,3-triazol-1-yl)butyl)-N-(3-(trifluoromethoxy)benzyl)-1H-1,2,3-triazole-4-carboxamide C(CC(C)C)NCC=1N=NN(C1)CCCCN1N=NC(=C1)C(=O)NCC1=CC(=CC=C1)OC(F)(F)F